O=C1NC(CCC1N1C(C2=CC=CC(=C2C1=O)OC(C(=O)NCC1=CC=C(C=C1)C=1N=NC(=NN1)C)CCCC)=O)=O ([2-(2,6-Dioxopiperidin-3-yl)-1,3-dioxo-2,3-dihydro-1H-isoindol-4-yl]oxy)-N-{[4-(6-methyl-1,2,4,5-tetrazin-3-yl)phenyl]methyl}hexanamide